C1(CC1)C(C(=O)O)C(=O)O.C1(CCCC1)C1=CC=CC2=NC=C3C=CC=CC3=C12 Cyclopentyl-phenanthridine cyclopropanemalonate